ClC=1C(=NC(=NC1)NC1CCOCC1)C1=CC=C2CN(C(C2=C1)=O)CC(=O)NCC=1SC=C(N1)CO 2-(6-{5-chloro-2-[(oxacyclohex-4-yl)amino]pyrimidin-4-yl}-1-oxo-2,3-dihydro-1H-isoindol-2-yl)-N-{[4-(hydroxymethyl)-1,3-thiazol-2-yl]methyl}acetamide